C(CC(C)C)C(COC)(COC)CCC(C)C 2,2-diisopentyl-1,3-dimethoxypropane